C(C1=CC=CC=C1)OC1=C(C=C2C(=NC=NC2=C1)OC1=CC(=C(C=C1)NC(=O)NC=1C=NN(C1)C(C)C)Cl)OC 1-(4-((7-(benzyloxy)-6-methoxyquinazolin-4-yl)oxy)-2-chlorophenyl)-3-(1-isopropyl-1H-pyrazol-4-yl)urea